C12C(=C(C(C=C1)O2)C(=O)OC)C(=O)OC dimethyl 7-oxabicyclo[2.2.1]hept-2,5-diene-2,3-dicarboxylate